cyclooctapyridazine N1=NC=CC2=C1C=CC=CC=C2